N-(2-((2R,3S)-2-methylpiperidin-3-yl)thieno[2,3-b]pyridin-4-yl)benzo[d]thiazol-5-amine C[C@H]1NCCC[C@@H]1C1=CC=2C(=NC=CC2NC=2C=CC3=C(N=CS3)C2)S1